3-((5-Formyl-1H-imidazol-1-yl)methyl)benzonitrile C(=O)C1=CN=CN1CC=1C=C(C#N)C=CC1